C(C1=CC=CC=C1)OC(N(CC1=CC=CC=C1)C[C@H]1O[C@H]([C@@H](CC1)N=[N+]=[N-])O[C@H]1[C@@H]([C@H]([C@@H](C[C@@H]1N=[N+]=[N-])N=[N+]=[N-])O)O)=O.C(C)(C)(C)OC(=O)NC1CCC(CC1)=O 4-(t-Butyloxycarbonylamino)cyclohexanone benzyl-N-[[(2S,5R,6S)-5-azido-6-[(1R,2R,3S,4R,6S)-4,6-diazido-2,3-dihydroxy-cyclohexoxy]tetrahydropyran-2-yl]methyl]-N-benzyl-carbamate